N-[2-(hydroxymethyl)-3-[4-(trifluoromethyl)phenyl]propyl]-2-[(4-methoxyphenyl)methyl]morpholine-4-carboxamide OCC(CNC(=O)N1CC(OCC1)CC1=CC=C(C=C1)OC)CC1=CC=C(C=C1)C(F)(F)F